ClC=1C=CC2=C(N(C(O2)=O)C2=NN(C=N2)C)C1 5-chloro-3-(1-methyl-1H-1,2,4-triazol-3-yl)benzo[D]oxazol-2(3H)-one